FC1=CC=C(C=C1)[C@@H]1N(C[C@H](C(C1)OC(F)(F)F)C)C(=O)C1=CC=CC=C1 [(2R,5R)-2-(4-Fluorophenyl)-5-methyl-4-(trifluoromethoxy)-1-piperidyl]-phenyl-methanone